N-[3-[5-chloro-2-[[6-(4-methylpiperazin-1-yl)-3-pyridyl]amino]pyrimidin-4-yl]-1-methyl-indol-6-yl]prop-2-enamide ClC=1C(=NC(=NC1)NC=1C=NC(=CC1)N1CCN(CC1)C)C1=CN(C2=CC(=CC=C12)NC(C=C)=O)C